ClC=1C=C(C(=NC1)N1C([C@@H](N(C(C1)=O)CC1=CC=C(C=C1)Cl)C1COC1)=O)C (S)-1-(5-chloro-3-methylpyridin-2-yl)-4-(4-chlorobenzyl)-3-(oxetan-3-yl)piperazine-2,5-dione